C(C)C1=CNC2=C(C=C(C=C12)C1=CCN(CC1)C(=O)OC(C)(C)C)F tert-butyl 4-(3-ethyl-7-fluoro-1H-indol-5-yl)-5,6-dihydropyridine-1(2H)-carboxylate